(5-(2-cyclopropylphenyl)-3-hydroxy-3-methyl-2,3-dihydrospiro[indene-1,3'-pyrrolidin]-1'-yl)(5-fluoropyridin-2-yl)methanone C1(CC1)C1=C(C=CC=C1)C=1C=C2C(CC3(CN(CC3)C(=O)C3=NC=C(C=C3)F)C2=CC1)(C)O